FC(C1=CC=C(C=C1)C1(C(=O)C2CNCC(N2)C#N)CN=CC(=C1)C1=NOC=N1)(F)F 6-(3-(4-(trifluoromethyl)phenyl)(5-(1,2,4-oxadiazolyl)nicotinoyl))piperazine-2-carbonitrile